1-(4-(2-chloro-5-(trifluoromethyl)pyrimidin-4-yl)-1H-pyrazol-1-yl)-2-methylpropan-2-ol ClC1=NC=C(C(=N1)C=1C=NN(C1)CC(C)(O)C)C(F)(F)F